C(#N)C1=NC2=CC(=CC(=C2N=C1NCC1COCC1)[C@@H](C)NC1=C(C(=O)O)C=CC=C1)C 2-(((1R)-1-(2-cyano-7-methyl-3-(((tetrahydrofuran-3-yl)methyl)amino)quinoxalin-5-yl)ethyl)amino)benzoic acid